C(C)C1CCC(CC1)C1=NC=NO1 5-((1R,4R)-4-ethylcyclohexyl)-1,2,4-oxadiazole